methyl-tris(2-hydroxyethyl)ammonium C[N+](CCO)(CCO)CCO